tert-butyl (4-cyclopropyl-1-((4-((dimethylamino)methyl)benzyl)amino)-1-oxobutan-2-yl)carbamate C1(CC1)CCC(C(=O)NCC1=CC=C(C=C1)CN(C)C)NC(OC(C)(C)C)=O